COC([C@@H](CNC(=O)C1=CC2=NC=CC(=C2S1)OC(C)C)N)=O.C1(=CC=CC=2SC3=C(C21)C=CC=C3)C=3C(=C(C=CC3)C3=NN=NC(=C3C3=CC=CC=C3)C3=CC=CC=C3)C3=C(C(=CC=2C1=CC=CC=C1CC32)C)C (dibenzothiophenyl)(dimethylfluorenyl)(diphenyltriazinyl)benzene methyl-(R)-2-amino-3-(7-isopropoxythieno[3,2-b]pyridine-2-carboxamido)propanoate